tert-Butyl (2S,5R)-5-methyl-2-[3-(4-methylpiperazin-1-yl)phenyl]-4-(2-methylpropanoyl)piperazine-1-carboxylate C[C@H]1N(C[C@@H](N(C1)C(=O)OC(C)(C)C)C1=CC(=CC=C1)N1CCN(CC1)C)C(C(C)C)=O